(2R,3S)-3-((5-fluoro-2-(2-methoxy-7-methylquinoxalin-5-yl)benzo[d]thiazol-6-yl)oxy)butan-2-yl (5-methoxypyridin-3-yl)carbamate COC=1C=C(C=NC1)NC(O[C@H](C)[C@H](C)OC1=CC2=C(N=C(S2)C2=C3N=CC(=NC3=CC(=C2)C)OC)C=C1F)=O